COC1=CC(=C(C=C1)NC(=O)C=1C=CC=2C=C3N([C@@H](CNC3=O)C)C2N1)S(N)(=O)=O (R)-N-(4-methoxy-2-sulfamoylphenyl)-9-methyl-6-oxo-6,7,8,9-tetrahydropyrido[3',2':4,5]pyrrolo[1,2-a]pyrazine-2-carboxamide